N1C(=CC=C1)C(=O)[O-] Z-pyrrole-2-carboxylate